1-(3,4-dimethyl-2-(p-tolyl)-2H-pyrazolo[3,4-d]pyridazin-7-yl)-N-(3-morpholinopropyl)piperidine-4-carboxamide CC=1N(N=C2C(=NN=C(C21)C)N2CCC(CC2)C(=O)NCCCN2CCOCC2)C2=CC=C(C=C2)C